NC1=CC=C(C=C1)N=NC=1C=C(COC2=C3N=CNC3=NC(=N2)N)C=CC1 6-((3-((4-aminophenyl)diazenyl)benzyl)oxy)-9H-purin-2-amine